p,p'-dihydroxydiphenyl sulfone C1=CC(=CC=C1O)S(=O)(=O)C2=CC=C(C=C2)O